N-((2-(6-((cis)-2,6-dimethylpiperazin-1-yl)pyridin-2-yl)-1,6-naphthyridin-7-yl)methyl)-4-methyl-3-(methylsulfonyl)benzamide C[C@@H]1N([C@@H](CNC1)C)C1=CC=CC(=N1)C1=NC2=CC(=NC=C2C=C1)CNC(C1=CC(=C(C=C1)C)S(=O)(=O)C)=O